6-(6-(2-hydroxypropan-2-yl)pyridin-3-yl)-4-((1S,3R)-3-methoxycyclopentyl)-3,4-dihydropyrazino[2,3-b]pyrazin-2(1H)-one OC(C)(C)C1=CC=C(C=N1)C=1N=C2C(=NC1)NC(CN2[C@@H]2C[C@@H](CC2)OC)=O